BrC1=CC=C(C=N1)N1C(CN(CC1)C)C 1-(6-bromopyridin-3-yl)-2,4-dimethylpiperazine